O=C1NC(CCC1N1C(C2=CC=C(C=C2C1)NC(OCCCOC1=C(C=C(C=C1C#N)C(C)(C1=CC=C(C=C1)OCC1=NC(=NC=C1)SC)C)Cl)=O)=O)=O 3-[2-chloro-6-cyano-4-[1-methyl-1-[4-[(2-methylsulfanylpyrimidin-4-yl)methoxy]phenyl]ethyl]phenoxy]propyl N-[2-(2,6-dioxo-3-piperidyl)-1-oxo-isoindolin-5-yl]carbamate